3-bromo-6-chloro-N,N-dimethyl-pyridin-2-amine BrC=1C(=NC(=CC1)Cl)N(C)C